C(C)(C)(C)OC(=O)C1C(C1C1=NC=NC=C1)C 2-methyl-3-(pyrimidin-4-yl)cyclopropane-1-carboxylic acid tert-butyl ester